N2-(1-phenylethyl)propane-1,2-diamine C1(=CC=CC=C1)C(C)NC(CN)C